C(C)S(=O)(=O)C1=CC=CC=C1 (Ethylsulfonyl)benzene